BrC1=CC=C(C=C1)C=1N=C(SC1)NC(C1=C(C(=C(C(=C1)F)F)F)NS(=O)(=O)C(C)C)=O N-(4-(4-Bromophenyl)thiazol-2-yl)-3,4,5-trifluoro-2-((1-methylethyl)sulfonamido)benzamide